O[C@H]1[C@@]2(CO[C@H]([C@@H]([C@H]1O)NC1=NC(=CC(=N1)C#N)OC)O2)CO 2-(((1S,2R,3R,4R,5S)-2,3-dihydroxy-1-(hydroxymethyl)-6,8-dioxabicyclo[3.2.1]oct-4-yl)amino)-6-methoxypyrimidine-4-carbonitrile